FC1=CC=C(C=C1)C1=NN=C(O1)C(=O)NC[C@H]1NC([C@H](SCC1)C1=CC=C(C=C1)C(F)(F)F)=O 5-(4-fluorophenyl)-N-[[(2R,5S)-3-oxo-2-[4-(trifluoromethyl)phenyl]-1,4-thiazepan-5-yl]methyl]-1,3,4-oxadiazole-2-carboxamide